BrC=1C=CC=2N(C1)C(=C(N2)N2N=C1C(C=NC(=C1)C(F)(F)F)=C2)S(=O)(=O)CC 2-(6-bromo-3-ethylsulfonyl-imidazo[1,2-a]pyridin-2-yl)-6-(trifluoromethyl)pyrazolo[4,3-c]pyridine